(2S,4R)-boc-4-phenylpyrrolidine C(=O)(OC(C)(C)C)N1CC[C@@H](C1)C1=CC=CC=C1